2,2-Dimethylpropan-1-amin CC(CN)(C)C